C(C)OC1=C(C=C(C=C1)S(=O)(=O)N1C[C@H](N[C@H](C1)C)C)C=1NCC2=C(N1)C(=NN2C)CCC 5-[2-ethoxy-5-(cis-3,5-dimethylpiperazine-1-sulfonyl)phenyl]-1-methyl-3-n-propyl-7,6-dihydro-1H-pyrazolo[4,3-d]pyrimidine